NC(C(=O)O)CC1=C(C=CC=C1)C#N 2-amino-3-(2-cyanophenyl)propanoic acid